ethyl (S)-4-((2-methyl-1-(4-(5-phenyl-1,3,4-oxadiazol-2-yl)phenyl) propyl)amino)benzoate CC([C@@H](C1=CC=C(C=C1)C=1OC(=NN1)C1=CC=CC=C1)NC1=CC=C(C(=O)OCC)C=C1)C